ClC1=NC=C(C(=N1)N1CC(C1)C#N)C(F)(F)F 1-(2-chloro-5-(trifluoromethyl)pyrimidin-4-yl)azetidine-3-carbonitrile